C1(CC1)C1=NC(=CC(=C1)C1=C(C(=O)O)C=C(C=C1)F)N1C(C2=C(C(=C1)C1CC1)C=C(N2COCC[Si](C)(C)C)CN2C[C@H](CCC2)C)=O 2-[2-cyclopropyl-6-[4-cyclopropyl-2-[[(3s)-3-methylpiperidin-1-yl]methyl]-7-oxo-1-(2-trimethylsilylethoxymethyl)pyrrolo[2,3-c]pyridin-6-yl]pyridin-4-yl]-5-fluorobenzoic acid